(2-chloro-5-fluorophenyl)-6-hydroxy-5-(4-methoxybenzyl)-1-nitro-5,6-dihydro-4H-thieno[3,4-c]pyrrol-4-one ClC1=C(C=C(C=C1)F)C=1SC(=C2C(N(C(C21)=O)CC2=CC=C(C=C2)OC)O)[N+](=O)[O-]